6-nitro-1-(triphenylmethyl)-1H-indazole [N+](=O)([O-])C1=CC=C2C=NN(C2=C1)C(C1=CC=CC=C1)(C1=CC=CC=C1)C1=CC=CC=C1